N-(2-aminophenyl)-4-((2-((3-fluoro-4-(4-methylpiperazin-1-yl)phenyl)amino)-5-methylpyrimidin-4-yl)amino)benzamide NC1=C(C=CC=C1)NC(C1=CC=C(C=C1)NC1=NC(=NC=C1C)NC1=CC(=C(C=C1)N1CCN(CC1)C)F)=O